C(C)(C)C=1C(=NNC1C=1C=C(C=2N(C1)N=CN2)C)C2=CC=C(C=C2)C2CCN(CC2)CC(C)(C)C 6-(4-isopropyl-3-(4-(1-neopentylpiperidin-4-yl)phenyl)-1H-pyrazol-5-yl)-8-methyl-[1,2,4]triazolo[1,5-a]pyridine